OC=1C=CC=2C3(C4=CC=C(C=C4OC2C1)OCOC)OC(C1=CC=CC=C13)=O 3'-Hydroxy-6'-(methoxymethoxy)-3H-spiro[isobenzofuran-1,9'-xanthen]-3-one